C(C=CC)O[C@@H]1CCC=C1CCCCC |r| (±)-5-(but-2-en-1-yloxy)-1-pentyl-1-cyclopentene